[Si](C)(C)(C(C)(C)C)OCC(=O)O.CC1=C[C@H]([C@@H](CC1)C(=C)C)C1=CC=C(C=C1)CCCCC 2-[(1R,6R)-3-methyl-6-(prop-1-en-2-yl)cyclohex-2-en-1-yl]-5-pentylbenzene 2-[(tert-butyldimethylsilyl)oxy]acetate